FC1=C(C=CC=C1F)C1=C(N=C(C=2N1N=CC2)N2CCC1(CC2)[C@@H](C=2C(=NC(=CC2)OC)C1)N[S@](=O)C(C)(C)C)C (R)-N-[(5S)-1'-[7-(2,3-difluorophenyl)-6-methyl-pyrazolo[1,5-a]pyrazin-4-yl]-2-methoxy-spiro[5,7-dihydrocyclopenta[b]pyridin-6,4'-piperidin]-5-yl]-2-methyl-propane-2-sulfinamide